2-(6-(3-methylmorpholino)-1-(1H-pyrazol-3-yl)-1H-pyrazolo[3,4-b]pyridin-4-yl)propan-2-ol CC1COCCN1C1=CC(=C2C(=N1)N(N=C2)C2=NNC=C2)C(C)(C)O